C(C(=C)C)(=O)OC(COC(NCCCCCCNC(OCC(C)(C)OC(C(=C)C)=O)=O)=O)C Trimethyl-4,13-dioxo-3,14-dioxa-5,12-diazahexadecane-1,16-diyl dimethacrylate